C(=O)(O)C(=C)CCCCC 2-carboxy-1-heptene